2-methoxy-α-methylstyrene COC1=C(C(=C)C)C=CC=C1